N-(1H-indol-4-yl)-3,4-dihydroisoquinoline-2(1H)-carboxamide N1C=CC2=C(C=CC=C12)NC(=O)N1CC2=CC=CC=C2CC1